D-galacto-Hexodialdose O=C[C@H](O)[C@@H](O)[C@@H](O)[C@H](O)C=O